CN=CCCN(CCCCCC)C 1,5-dimethyl-1,5-diazaundecene